4-((1s,4s)-7-azabicyclo[2.2.1]Heptane-7-carbonyl)-5-(6-(((R)-1-cyclopropyl)amino)-4-(difluoromethyl)pyridin-3-yl)-N-(2-hydroxy-2-methylpropyl)thiazole-2-carboxamide C12CCC(CC1)N2C(=O)C=2N=C(SC2C=2C=NC(=CC2C(F)F)NC2CC2)C(=O)NCC(C)(C)O